(4-((2,4-dimethoxybenzyl)amino)-1,3-dihydrofuro[3,4-c][1,7]naphthyridin-8-yl)(2-(4-(trifluoromethyl)phenyl)piperidin-1-yl)methanone COC1=C(CNC2=NC=3C=NC(=CC3C3=C2COC3)C(=O)N3C(CCCC3)C3=CC=C(C=C3)C(F)(F)F)C=CC(=C1)OC